N-[(1S)-2-[[cyano(3-pyridyl)methyl]amino]-1-(cyclopropylmethyl)-2-oxo-ethyl]-7-fluoro-1H-indole-2-carboxamide C(#N)C(C=1C=NC=CC1)NC([C@H](CC1CC1)NC(=O)C=1NC2=C(C=CC=C2C1)F)=O